N-(3-(5-(5-azaspiro[2.3]hex-5-yl)-2H-pyrazolo[3,4-b]pyridin-2-yl)-4-fluorophenyl)azetidine-1-carboxamide C1CC12CN(C2)C2=CC=1C(N=C2)=NN(C1)C=1C=C(C=CC1F)NC(=O)N1CCC1